N-[4-(phenylsulfonyloxy)phenyl]-N'-[4-(p-ethylphenylsulfonyloxy)phenyl]urea C1(=CC=CC=C1)S(=O)(=O)OC1=CC=C(C=C1)NC(=O)NC1=CC=C(C=C1)OS(=O)(=O)C1=CC=C(C=C1)CC